CN(C(=O)Cl)C Dimethyl-carbamic chloride